C(CCCCCCCCCCC)NCCCS(=O)(=O)[O-].[Na+] sodium 3-dodecylaminopropanesulfonate